C(C=C)(=O)NC=1C(=CC(=C(C1)NC1=CC(=NC=N1)N1OCC[C@@H]1C=1C=C(C(=O)OC(C)C)C=CC1)OC)N1CCOCC1 Isopropyl (R)-3-(2-(6-((5-acrylamido-2-methoxy-4-morpholinophenyl)amino)pyrimidin-4-yl)isoxazolidine-3-yl)benzoate